C[C@@H]1COC2CCCCC2C2CCC(OC[C@H]3[C@]4(CCN3C1)NCCOC4)CC2 (1's,3S,10'S,16'R,19's)-10'-methyl-8',18'-dioxa-12'-azaspiro[morpholine-3,15'-tetracyclo[17.2.2.02,7.012,16]tricosane]